C(CC(C)C)NC(C=C)=O N-isoamyl-acrylamide